(phenoxy)ethyl 2-methylpropanoate CC(C(=O)OCCOC1=CC=CC=C1)C